NC1=C(C=C(C(=C1)Cl)Cl)C(C)=O (2-amino-4,5-dichlorophenyl)ethanone